NC1=NC=CC=2N1C(=NC2C2CCC1(CN(C1)C(C)=O)CC2)C2=CC=C(C=C2)OC2=CC=CC=C2 1-(7-(5-amino-3-(4-phenoxyphenyl)imidazo[1,5-c]pyrimidin-1-yl)-2-azaspiro[3.5]nonan-2-yl)ethan-1-one